CN1C(=C(C=C1C)CC#N)C 2-(1,2,5-trimethylpyrrol-3-yl)-acetonitrile